methyl-1-(4-ethoxybenzoyl)indoline-2,3-dione CC1=C2C(C(N(C2=CC=C1)C(C1=CC=C(C=C1)OCC)=O)=O)=O